ONC(\C=C\C1=C(C=CC=C1)NCC1=NC2=C(N1)C=C(C=C2)C(F)(F)F)=O (E)-N-hydroxy-3-(2-(((6-(trifluoromethyl)-1H-benzo[d]imidazol-2-yl)methyl)amino)phenyl)acrylamide